3-(4-(8-(5-cyclopropyl-2-ethoxy-4-(methoxycarbonyl)benzyl)-2-oxo-1-oxa-3,8-diazaspiro[4.5]decan-3-yl)benzamido)propane-1-sulfonic acid C1(CC1)C=1C(=CC(=C(CN2CCC3(CN(C(O3)=O)C3=CC=C(C(=O)NCCCS(=O)(=O)O)C=C3)CC2)C1)OCC)C(=O)OC